C(C)OC1CCC(CC1)NC1=NC(=NC=C1C(=O)N)NC(CO)(C)C 4-((1s,4s)-4-ethoxycyclohexylamino)-2-(1-hydroxy-2-methylpropan-2-ylamino)pyrimidine-5-carboxamide